2-chloro-4-[[5-(5-ethyl-1,3,4-oxadiazol-2-yl)-4-[[(1S)-2-hydroxy-1-phenyl-ethyl]amino]pyrimidin-2-yl]amino]-N-methyl-benzamide ClC1=C(C(=O)NC)C=CC(=C1)NC1=NC=C(C(=N1)N[C@H](CO)C1=CC=CC=C1)C=1OC(=NN1)CC